1-(4-chloro-3-fluorophenyl)-4-methoxy-3,3-dimethyl-1,2,3,4-tetrahydro-1,5-naphthyridine ClC1=C(C=C(C=C1)N1CC(C(C2=NC=CC=C12)OC)(C)C)F